DL-Xylose O=C[C@H](O)[C@@H](O)[C@H](O)CO |r|